(S)-5-(5-(Difluoromethyl)-1,2,4-oxadiazol-3-yl)-N-(2-methylpyridin-4-yl)-2,3-dihydro-1H-inden-1-carboxamid FC(C1=NC(=NO1)C=1C=C2CC[C@@H](C2=CC1)C(=O)NC1=CC(=NC=C1)C)F